3-(4-Bromo-3-methyl-2-oxo-2,3-dihydro-1H-benzimidazol-1-yl)piperidine-2,6-dione BrC1=CC=CC=2N(C(N(C21)C)=O)C2C(NC(CC2)=O)=O